ClC1=C(C=NN1C)S(=O)(=O)N1C(CC(CC1([2H])[2H])C=1C(=C(C=2N(C1)N=CN2)F)C)([2H])[2H] 6-(1-((5-chloro-1-methyl-1H-pyrazol-4-yl)sulfonyl)piperidin-4-yl-2,2,6,6-d4)-8-fluoro-7-methyl-[1,2,4]triazolo[1,5-a]pyridine